7-Chloro-N-[4-(4-methylsulfonyl-5-morpholino-2-thienyl)-5-(trifluoromethyl)pyrimidin-2-yl]-1,2,3,4-tetrahydroisoquinolin-6-amine ClC1=C(C=C2CCNCC2=C1)NC1=NC=C(C(=N1)C=1SC(=C(C1)S(=O)(=O)C)N1CCOCC1)C(F)(F)F